ClC1=C(C=C(C(=O)NNC(=O)[C@@H]2CC[C@H](CO2)NC(OC(C)(C)C)=O)C=C1)F tert-butyl ((3R,6S)-6-(2-(4-chloro-3-fluorobenzoyl)hydrazinecarbonyl)tetrahydro-2H-pyran-3-yl)carbamate